ethyl 2-methyl-2-(2-(3-(3-(pentan-3-ylcarbamoyl)-1H-pyrazol-5-yl)phenyl)oxazole-5-carboxamido)propanoate CC(C(=O)OCC)(C)NC(=O)C1=CN=C(O1)C1=CC(=CC=C1)C1=CC(=NN1)C(NC(CC)CC)=O